3-Methyl-3,8-diazabicyclo[3.2.1]octane dihydrochloride Cl.Cl.CN1CC2CCC(C1)N2